2-(indolizin-2-yl)ethan-1-amine C=1C(=CN2C=CC=CC12)CCN